[Mg].[Ca].[P] phosphorus calcium-magnesium